2-chloro-N-[3-[(2,6-dioxo-3-piperidinyl)amino]phenyl]acetamide hydrochloride Cl.ClCC(=O)NC1=CC(=CC=C1)NC1C(NC(CC1)=O)=O